C(C=O)=O 1,2-Ethanedial